N[C@@H](CC1=CNC2=CC=CC=C12)C(=O)OCCCC butyl tryptophanate